CC1(OB(OC1(C)C)C1=CC=C(OC2N(CCNC2)CC)C=C1)C 2-(4-(4,4,5,5-tetramethyl-1,3,2-dioxaborolan-2-yl)phenoxy)[ethyl]piperazine